C(CCCCC)C1(OC=2C=C(C=CC2C=2N=C(SC21)N)C(F)(F)F)C 4-hexyl-4-methyl-7-(trifluoromethyl)-4H-chromeno[4,3-d]thiazol-2-amine